CN(C)C(O)(O)O methyl-trihydroxymethyl-methylamine